O1CCN(CC1)CC1=CC=C(C=C1)C=1N=C(SC1)NC1=NC=CC=C1 4-(4-(Morpholinomethyl)phenyl)-N-(pyridin-2-yl)thiazol-2-amin